CC(CC(=O)NC1=NC2=NC(=CC=C2C=C1)NCCCCC)(C)C 3,3-dimethyl-N-(7-(pentylamino)-1,8-naphthyridin-2-yl)butanamide